FC(CN1N=NC2=C1C=C(C=C2)C=2C=CN1N=C(N=C(C12)OC)NC1CCC2(CN(C2)C(C)=O)CC1)F 1-(7-((5-(1-(2,2-difluoroethyl)-1H-benzo[d][1,2,3]triazol-6-yl)-4-methoxypyrrolo[2,1-f][1,2,4]triazin-2-yl)amino)-2-azaspiro[3.5]nonan-2-yl)ethan-1-one